3-(4-methylthiazol-5-yl)-6-(3-phenylpropoxy)-2-(pyridin-3-yl)-1H-inden-1-one CC=1N=CSC1C1=C(C(C2=CC(=CC=C12)OCCCC1=CC=CC=C1)=O)C=1C=NC=CC1